tert-butyl 7-([1-[5-chloro-4-([1-isopropyl-3-[(methylcarbamoyl) methoxy]-2-oxoquinolin-6-yl] amino) pyrimidin-2-yl] piperidin-4-yl] methyl)-2-azaspiro[3.5]nonane-2-carboxylate ClC=1C(=NC(=NC1)N1CCC(CC1)CC1CCC2(CN(C2)C(=O)OC(C)(C)C)CC1)NC=1C=C2C=C(C(N(C2=CC1)C(C)C)=O)OCC(NC)=O